ClC1=C(CN2CCC(CC2)C=2C=C3CN(C(C3=CC2)=O)C2C(NC(CC2)=O)=O)C=CC=C1 3-(5-(1-(2-chlorobenzyl)piperidin-4-yl)-1-oxoisoindolin-2-yl)piperidine-2,6-dione